C1(CC1)C(C)C1NC=C(C1=O)N1CC2(CC(C2)=O)C1 2-(1-cyclopropylethyl)-3-oxo-4-(2-oxo-6-azaspiro[3.3]heptan-6-yl)-2,3-dihydro-1H-pyrrole